C1(=CC=CC=C1)NC(C#CC1=CC=C(C=C1)OC)=O N-phenyl-3-(4-methoxyphenyl)propynamide